BrC1=C(C=C2CCN3C(C2=C1)=C(N=C3C(=O)N3[C@](CCC3)(C(=O)N)C)C3=CC=C(C=C3)F)OC (R)-1-(9-bromo-1-(4-fluorophenyl)-8-methoxy-5,6-dihydroimidazo[5,1-a]isoquinoline-3-carbonyl)-2-methylpyrrolidine-2-carboxamide